FC=1C=C(C=CC1)[C@H](C)N (S)-1-(3-fluorophenyl)ethanamine